3-(2-{(2-[2-(2-Aminoethoxy)-ethoxy]-ethoxy)-ethoxy}-propionyl)pseudouridine NCCOCCOCCOCCOC(C(=O)N1C(NC=C([C@H]2[C@H](O)[C@H](O)[C@@H](CO)O2)C1=O)=O)C